3-[3-(5-sulfanyltetrazol-1-yl)propyl]oxazolidin-2-one methyl-3-(5-sulfanyltetrazol-1-yl)pyrrolidine-1-carboxylate COC(=O)N1CC(CC1)N1N=NN=C1S.SC1=NN=NN1CCCN1C(OCC1)=O